ethyldimethylamine sulfate S(=O)(=O)(O)O.C(C)N(C)C